ClC=1C(=C(CN2[C@@H](C[C@@](CC2)(C(=O)O)CC2=NC(=C(C=C2C)F)NC2=NNC(=C2)C)C)C=CC1)F (2R,4R)-1-(3-chloro-2-fluorobenzyl)-4-((5-fluoro-3-methyl-6-((5-methyl-1H-pyrazol-3-yl)amino)-pyridin-2-yl)methyl)-2-methyl-piperidine-4-carboxylic acid